Butyl β-carboline-3-carboxylate C1=NC(=CC=2C3=CC=CC=C3NC12)C(=O)OCCCC